C(C)(C)(C)[S@@](=O)N[C@@H](CC(=O)OCC)C=1C(=C(C=C(C1F)C(F)(F)F)B(O)O)F (3-((S)-1-(((R)-tert-butylsulfinyl)amino)-3-ethoxy-3-oxopropyl)-2,4-difluoro-5-(trifluoromethyl)phenyl)boronic acid